(E)-4-(2-cyclohexyl-2-(2-hydroxy-5-methylphenyl)vinyl)pyridine C1(CCCCC1)\C(=C/C1=CC=NC=C1)\C1=C(C=CC(=C1)C)O